CC=1OC2=C(N1)C(=CC=C2)OB(O)O (2-methylbenzoxazole-4-yl)boric acid